OC1CC(CCC1)NCCCCCC(=O)OCCCCCCCCCCC undecyl 6-((3-hydroxycyclohexyl)amino)hexanoate